C(#N)CC1CCC(CC1)N1C(=NC=2C1=C1C(=NC2)NC=C1)CC(=O)NC1CCN(CC1)CC(C)C 2-(1-((1r,4r)-4-(cyanomethyl)cyclohexyl)-1,6-dihydroimidazo[4,5-d]pyrrolo[2,3-b]pyridin-2-yl)-N-(1-isobutylpiperidin-4-yl)acetamide